L-2-aminothiazole NC=1SC=CN1